C12=C3CCCC3C(CC1)C2 tricyclo[5.2.1.0(2,6)]decene